((2R,3S,5R)-2-((((3-(1-adamantyl)propoxy)carbonyl)oxy)methyl)-5-(6-amino-2-fluoro-9H-purin-9-yl)-2-ethynyltetrahydrofuran-3-yl) isobutyrate C(C(C)C)(=O)O[C@@H]1[C@@](O[C@H](C1)N1C2=NC(=NC(=C2N=C1)N)F)(C#C)COC(=O)OCCCC12CC3CC(CC(C1)C3)C2